CC(C(=O)OC=1C(=NN(C(C1C1=C(C(=CC=C1F)Cl)CCC=1C=C2CCC(NC2=CC1)C)=O)C)C)C [5-[3-chloro-6-fluoro-2-[2-(2-methyl-1,2,3,4-tetrahydroquinolin-6-yl)ethyl]phenyl]-1,3-dimethyl-6-oxo-pyridazin-4-yl] 2-methylpropanoate